N-(2-methoxy-4-(1-methyl-1H-tetrazol-5-yl)phenyl)-8-(4-methoxypiperidin-1-yl)-6-methylpyrido[3,4-d]pyrimidin-2-amine COC1=C(C=CC(=C1)C1=NN=NN1C)NC=1N=CC2=C(N1)C(=NC(=C2)C)N2CCC(CC2)OC